N1N=CC2=C(C=CC=C12)C(C#N)=C1CCN(CC1)C(=O)N1CCC(CC1)OC 2-(1H-indazol-4-yl)-2-(1-(4-methoxypiperidine-1-carbonyl)piperidin-4-ylidene)acetonitrile